2,5-dichloro-4-(4-fluoro-2-methylphenyl)pyrimidine ClC1=NC=C(C(=N1)C1=C(C=C(C=C1)F)C)Cl